CC1=NOC(=N1)N1C2COCC1CC(C2)N2CCC(CC2)N2N=CC=C2 9-(3-methyl-1,2,4-oxadiazol-5-yl)-7-[4-(1H-pyrazol-1-yl)piperidin-1-yl]-3-oxa-9-azabicyclo[3.3.1]nonane